N-(4-(1-(5-(6-ethoxypyrazin-2-yl)-1-oxoisoindolin-2-yl)propyl)thiazol-2-yl)cyclopropanesulfonamide C(C)OC1=CN=CC(=N1)C=1C=C2CN(C(C2=CC1)=O)C(CC)C=1N=C(SC1)NS(=O)(=O)C1CC1